N-(4-toluenesulfonyloxy)bicyclo[2.2.1]hept-5-ene-2,3-dicarboximide CC1=CC=C(C=C1)S(=O)(=O)ON1C(=O)C2C3C=CC(C2C1=O)C3